2-(p-fluorophenyl)-1,3-thiazole-5-carboxamide FC1=CC=C(C=C1)C=1SC(=CN1)C(=O)N